C(C)OC(CNC([C@@H](C)OC1=CC=C(C=C1)OC=1OC2=C(N1)C=CC(=C2)Cl)=O)=O (R)-(2-(4-(6-chlorobenzo[d]oxazol-2-oxy)phenoxy)propionyl)glycine ethyl ester